FC([C@H]1C[C@H](CNC1)NC(OC(C)(C)C)=O)(F)F tert-butyl ((3R,5S)-5-(trifluoromethyl)piperidin-3-yl)carbamate